[Na+].[Na+].C[C@@](N)(C1=CC=C(C=C1)C(=O)[O-])C(=O)[O-] |r| (RS)-α-Methyl-4-carboxyphenylglycine disodium salt